FC1=C2C=CN=C(C2=C(C=C1)C)N[C@H]1CN(CCC1)C(=O)OC(C)(C)C tert-butyl (R)-3-((5-fluoro-8-methylisoquinolin-1-yl)amino)-piperidine-1-carboxylate